1,4-bis(2-sulfostyryl)biphenyl S(=O)(=O)(O)C1=C(C=CC2(CC=C(C=C2)C=CC2=C(C=CC=C2)S(=O)(=O)O)C2=CC=CC=C2)C=CC=C1